9-cyclopropylpyrido[2,3-b]phenazine-5,12-dione C1(CC1)C1=CC=C2N=C3C(C4=C(C(C3=NC2=C1)=O)N=CC=C4)=O